ClC1=CC(=C(C(=C1)F)C1=NC(=CN2C1=NC(=C(C2=O)C)C)N2C[C@@H](OCC2)C=2C=NN(C2)C)F 9-(4-chloro-2,6-difluorophenyl)-2,3-dimethyl-7-[(2S)-2-(1-methylpyrazol-4-yl)morpholin-4-yl]pyrazino[1,2-a]pyrimidin-4-one